5-fluoro-2-methoxy-4-hydroxypyrimidine FC=1C(=NC(=NC1)OC)O